C(C)(C)(C)OC(O)N1[C@@H](CCC1)COC=1C=NC=CC1C#C[Si](C)(C)C tert-butoxy{(2S)-2-[({4-[(trimethylsilyl)ethynyl]pyridin-3-yl}oxy)methyl]pyrrolidin-1-yl}methanol